(2,2,6,6-tetramethyl-3,5-heptanedione) hafnium (IV) [Hf+4].CC(C)(C(CC(C(C)(C)C)=O)=O)C